(3aR,5r,6aS)-N-[6-(2-chloro-5-fluoro-phenyl)pyridazin-3-yl]-2-(tetrahydropyran-4-ylmethyl)-3,3a,4,5,6,6a-hexahydro-1H-cyclopenta[c]pyrrol-5-amine ClC1=C(C=C(C=C1)F)C1=CC=C(N=N1)NC1C[C@@H]2[C@@H](CN(C2)CC2CCOCC2)C1